4,4'-dimethoxymethylbiphenyl COCC1=CC=C(C=C1)C1=CC=C(C=C1)COC